6-chloro-3-fluoro-2-(3-methyl-4-oxo-quinazolin-6-yl)oxy-benzonitrile ClC1=CC=C(C(=C1C#N)OC=1C=C2C(N(C=NC2=CC1)C)=O)F